ClCC1=CC2=C(N(C(N2C)=O)C)C=C1 5-(chloromethyl)-1,3-dimethyl-benzimidazol-2-one